C(C)(C)(C)OC(=O)NC1=CC(=C(C(=O)OC)C=C1B1OC(C(O1)(C)C)(C)C)F Methyl 4-((tert-Butyloxycarbonyl)amino)-2-fluoro-5-(4,4,5,5-tetramethyl-1,3,2-dioxaborolan-2-yl)benzoate